butoxymagnesium monochloride C(CCC)O[Mg]Cl